(E)-3-(3-bromo-5-methoxyphenyl)acrylic acid methyl ester COC(\C=C\C1=CC(=CC(=C1)OC)Br)=O